The molecule is a hydroperoxyicosatrienoate that is the conjugate base of (8R,9E,11Z,14Z)-8-hydroperoxyicosatrienoic acid, obtained by deprotonation of the carboxy group; major species at pH 7.3. It is a hydroperoxyicosatrienoate and a long-chain fatty acid anion. It derives from an all-cis-icosa-8,11,14-trienoate. It is a conjugate base of an (8R,9E,11Z,14Z)-8-hydroperoxyicosatrienoic acid. CCCCC/C=C\\C/C=C\\C=C\\[C@@H](CCCCCCC(=O)[O-])OO